2-hexyl-decanoic acid 7-(3-((4,4-bis(((Z)-oct-5-en-1-yl) oxy) butanoyl) oxy)-2-(hydroxymethyl) propoxy)-7-oxoheptyl ester C(CCC\C=C/CC)OC(CCC(=O)OCC(COC(CCCCCCOC(C(CCCCCCCC)CCCCCC)=O)=O)CO)OCCCC\C=C/CC